ClC=1C=C(C=C(C1)NS(=O)(=O)C)NC(=O)C=1SC(=C(C1)C1=NC=C(C=C1OCC1=CC(=CC(=C1)S(=O)C)F)F)C N-(3-chloro-5-(methylsulfonamido)phenyl)-4-(5-fluoro-3-((3-fluoro-5-(methylsulfinyl)benzyl)oxy)pyridin-2-yl)-5-methylthiophene-2-carboxamide